C1=C(C=CC=2C(C3=CC(=CC=C3C(C12)=O)S(=O)(=O)Cl)=O)S(=O)(=O)Cl anthraquinone-2,6-disulfonyl dichloride